(R)-2-(trifluoromethyl)-2,3,4,5-tetrahydropyrido[2,3-f][1,4]oxazepin-7-ol, dihydrochloride Cl.Cl.FC([C@@H]1OC2=C(CNC1)N=C(C=C2)O)(F)F